3-(3-Chloro-2-fluoro-4-morpholino-anilino)-5-(methylamino)-6-(3-methylimidazo[4,5-c]pyridin-7-yl)pyrazin-2-carboxamid ClC=1C(=C(NC=2C(=NC(=C(N2)NC)C=2C3=C(C=NC2)N(C=N3)C)C(=O)N)C=CC1N1CCOCC1)F